2,3,5,6-Tetrafluorophenyl N6-(tert-butoxy-carbonyl)-N2-oleoyl-L-lysinate C(C)(C)(C)OC(=O)NCCCC[C@H](NC(CCCCCCC\C=C/CCCCCCCC)=O)C(=O)OC1=C(C(=CC(=C1F)F)F)F